CC1=CC(=NC=C1)NC=1SC(=C(N1)C1=NC=CC=C1)C(=O)OCC ethyl 2-[(4-methylpyridin-2-yl)amino]-4-(pyridin-2-yl)-1,3-thiazole-5-carboxylate